NC1=CN=CN(N1)C1=CC(=C(C(=C1)Cl)OC=1C=C2C(C(NC2=CC1)=O)(C)C)Cl 6-amino-2-(3,5-dichloro-4-((3,3-dimethyl-2-oxoindolin-5-yl)oxy)phenyl)-1,2,4-triazine